C(C)(C)(C)[Si](OCC[C@H]1N(CCCC1)C1=NC=2N(C(=C1)NCC=1C=CC(=NC1)O)N=CC2CC)(C)C 5-[[5-[(2S)-2-[2-[tertbutyl(dimethyl)silyl]oxyethyl]-1-piperidyl]-3-ethyl-pyrazolo[1,5-a]pyrimidin-7-ylamino]methyl]pyridin-2-ol